1,3-diamino-5-mercaptobenzene NC1=CC(=CC(=C1)S)N